O=C1N(CCC(N1)=O)N1C(C2=CC=C(C=C2C1=O)CN1CCC(CC1)N1C=NC2=C1C=CC(=C2)F)=O 2-(2,4-dioxotetrahydropyrimidin-1(2H)-yl)-5-((4-(5-fluoro-1H-benzo[d]imidazol-1-yl)piperidin-1-yl)methyl)isoindoline-1,3-dione